Racemic-N-(6-chloropyridin-3-yl)-6-(1-(1-methyl-1H-pyrazol-4-yl)ethoxy)isoquinolin-1-amine ClC1=CC=C(C=N1)NC1=NC=CC2=CC(=CC=C12)O[C@H](C)C=1C=NN(C1)C |r|